BrC1=CC=CC2=C1SC=C2CC(F)(F)F 7-bromo-3-(2,2,2-trifluoroethyl)benzo[b]thiophene